5-fluoro-DL-tryptophan FC1=CC=C2NC=C(C[C@H](N)C(=O)O)C2=C1 |r|